C(C)(C)C1N2C(C3=CC(=C(C=C3C1)OCCCOC)C(NC)=O)=CC(C(=C2)C(=O)OCC)=O ethyl 6-isopropyl-9-(3-methoxypropoxy)-10-(methylcarbamoyl)-2-oxo-6,7-dihydro-2H-pyrido[2,1-a]isoquinoline-3-carboxylate